FC(OC1=CC=C(C=C1)N1C2=C(C=C(C1=O)C=1N=NC(=CC1)OC)SC(=N2)OCC)F 4-(4-(difluoromethoxy)phenyl)-2-ethoxy-6-(6-methoxypyridazin-3-yl)thiazolo[4,5-b]Pyridin-5(4H)-one